C(C)(C)(C)OC(=O)N1CCC=2C=C(C=NC2C1)CO 3-(hydroxymethyl)-5,8-dihydro-1,7-naphthyridine-7(6H)-carboxylic acid tert-butyl ester